N1=CC(=CC=C1)C1=NC=CC2=C1N=CN=C2 8-(pyridin-3-yl)pyrido[3,4-d]pyrimidin